[2-chloro-3-[(2-fluorophenoxy)carbothioylamino]phenyl]boronic acid ClC1=C(C=CC=C1NC(=S)OC1=C(C=CC=C1)F)B(O)O